CC1=C(C=NC=2C(CCCC12)OC1=C(C=C2C=NN(C2=C1)C=1C=NN(C1)C)C)C#N 4-methyl-8-[5-methyl-1-(1-methylpyrazol-4-yl)indazol-6-yl]oxy-5,6,7,8-tetrahydroquinoline-3-carbonitrile